The molecule is conjugate base of 4-methylene-L-glutamic acid. It is a conjugate base of a 4-methylene-L-glutamic acid. It is a conjugate acid of a 4-methylene-L-glutamate(2-). C=C(C[C@@H](C(=O)[O-])[NH3+])C(=O)[O-]